N-(4-chlorophenyl)-N-ethylcarbamate ClC1=CC=C(C=C1)N(C([O-])=O)CC